OCC1=C(C=CC=C1)NC1=NC(=NC=C1C(=O)N)NC1=C(C=C2CCN(CC2=C1)C)OC 4-{[2-(hydroxymethyl)phenyl]amino}-2-[(6-methoxy-2-methyl-1,2,3,4-tetrahydroisoquinolin-7-yl)amino]pyrimidine-5-carboxamide